ClC1=C(SC(=C1)N(CC)C1=NOC(C1)(C(F)(F)F)C1=CC(=CC(=C1)Cl)Cl)C(=O)OC methyl 3-chloro-5-[[5-(3,5-dichlorophenyl)-5-(trifluoromethyl)-4H-isoxazol-3-yl]-ethyl-amino]thiophene-2-carboxylate